FC1=CC2=C(C(C3=C(N(S2(=O)=O)C)C=CC=C3)O)C=C1 3-Fluoro-11-hydroxy-6-methyl-6,11-dihydrodibenzo[c,f][1,2]thiazepine 5,5-dioxide